4-[[2-[3-[methyl-(3-methyl-1,2-benzoxazol-6-yl)carbamoyl]phenyl]-5-(trifluoromethyl)pyrazol-3-yl]oxymethyl]benzoic acid CN(C(=O)C=1C=C(C=CC1)N1N=C(C=C1OCC1=CC=C(C(=O)O)C=C1)C(F)(F)F)C1=CC2=C(C(=NO2)C)C=C1